1-(2,6,6-trimethyl-1,3-cyclohexadiene-1-yl)-2-buten-1-one CC1=C(C(CC=C1)(C)C)C(C=CC)=O